2-({[5-methyl-1-(oxetan-3-yl)imidazol-4-yl]methyl}sulfanyl)-3H,5H,6H,7H-cyclopenta[d]pyrimidin-4-one CC1=C(N=CN1C1COC1)CSC=1NC(C2=C(N1)CCC2)=O